3-(cyclopropanecarbonyl)-10,10-dimethyl-9-oxo-3-azaspiro[5.5]undec-7-ene-8-carbonitrile C1(CC1)C(=O)N1CCC2(CC1)C=C(C(C(C2)(C)C)=O)C#N